2-(2-bromoethoxy)tetrahydro-pyran BrCCOC1OCCCC1